FC1=CC=CC=2COCCOC3=CC=CC(C4=NNC5=CN=C(C12)C=C45)=C3 16-fluoro-7,10-dioxa-19,22,23-triazapentacyclo[16.5.2.12,6.012,17.021,24]hexacosa-1(23),2(26),3,5,12(17),13,15,18,20,24-decaene